FC=1C=C(C=CC1)C#CC1=CC=C(OC2=C(N=NN2)C(=O)O)C=C1 5-(4-(2-(3-fluorophenyl)ethynyl)phenoxy)-1H-1,2,3-triazole-4-carboxylic acid